C(C)(C)OC(N[C@@H]1CC[C@H](CC1)C=1SC(=CN1)C1=C(C=C(C=C1)OCCC(C)C)S(NC(C)(C)C)(=O)=O)=O Trans-N-[4-[5-[2-(tert-butylsulfamoyl)-4-isopentyloxy-phenyl]thiazol-2-yl]cyclohexyl]carbamic acid isopropyl ester